(S)-4-azido-7-cyclopropyl-5-fluoroisochromane N(=[N+]=[N-])[C@@H]1COCC2=CC(=CC(=C12)F)C1CC1